C=1C(=CN2C=CC=CC12)C(=O)N1CC=2C(CC1C)=NNC2C(=O)NC(C(F)(F)F)C 5-(indolizine-2-carbonyl)-6-methyl-N-(1,1,1-trifluoropropan-2-yl)-2H,4H,5H,6H,7H-pyrazolo[4,3-c]pyridine-3-carboxamide